C(N)(=O)C1=C(OCC(=O)O)C=CC(=C1)Cl 2-(2-carbamoyl-4-chlorophenoxy)acetic acid